F[C@H]1C2CCCC(C[C@H]1N(C=1N=CC(=NC1)C1=C(C=C(C=C1)C1=NC(N(C=C1)C)=O)O)C)N2 4-[4-(5-{[(2S,3R)-2-fluoro-9-azabicyclo[3.3.1]nonan-3-yl](methyl)amino}pyrazin-2-yl)-3-hydroxyphenyl]-1-methyl-1,2-dihydropyrimidin-2-one